[Na+].S1CCC(CCCC1)NS([O-])(=O)=O Thiocane-4-ylsulfamic acid sodium salt